acryloyloxy-2,2-dimethylethanesulfonic acid C(C=C)(=O)OC(C(C)C)S(=O)(=O)O